N-(4-chlorobenzo[d]isoxazol-3-yl)-4-(4-fluorophenoxy)benzenesulfonamide Methyl-3-[(4H,5H,6H,7H,8H,9H-cycloocta[b]thiophen-2-ylcarbonyl)amino]-2,2-dimethylpropionate COC(C(CNC(=O)C1=CC2=C(S1)CCCCCC2)(C)C)=O.ClC2=CC=CC1=C2C(=NO1)NS(=O)(=O)C1=CC=C(C=C1)OC1=CC=C(C=C1)F